C(CCCCCCCCCCC)CCC(=S)OCC(COC(CCCCCCCCCCCCCC)=S)(COC(CCCCCCCCCCCCCC)=S)COC(CCCCCCCCCCCCCC)=S pentaerythritol tetra(β-lauryl-thiopropionate)